C(CC)(=S)OCC(COC(CC)=S)(COC(CC)=S)COC(CC)=S pentaerythritol tetrakisthiopropioNate